C(C)OC1=CC(=NC=C1)NC1=CC(=NC(=N1)C=1C=NN(C1)CC(C)(C)O)N1CC2(C1)CCN(CC2)C(C)=O 1-(2-(6-((4-ethoxypyridin-2-yl)amino)-2-(1-(2-hydroxy-2-methylpropyl)-1H-pyrazol-4-yl)pyrimidin-4-yl)-2,7-diazaspiro[3.5]nonan-7-yl)ethan-1-one